4-(4-oxopiperidin-1-yl)piperidine-2,6-dione O=C1CCN(CC1)C1CC(NC(C1)=O)=O